ClC1=CC=2N(C(N=C3C2C(=N1)OCCN3C)=O)C=3SC=CN3 5-chloro-10-methyl-(3-thiazol-2-yl)-9,10-dihydro-3H-7-oxa-1,3,6,10-tetraazacyclohepta[de]naphthalen-2(8H)-one